(6-methoxy-2-(2-methoxy-7-methylquinoxalin-5-yl)benzo[d]Thiazol-4-yl)(1-(trifluoromethyl)cyclobutyl)methanol COC1=CC2=C(N=C(S2)C2=C3N=CC(=NC3=CC(=C2)C)OC)C(=C1)C(O)C1(CCC1)C(F)(F)F